(S)-10-((5-chloro-2-(3,9-diazaspiro[5.5]undecan-3-yl)pyridin-4-yl)amino)-2-cyclopropyl-3,3-difluoro-7-methyl-1,2,3,4-tetrahydro-[1,4]oxazepino[2,3-c]quinolin-6(7H)-one ClC=1C(=CC(=NC1)N1CCC2(CC1)CCNCC2)NC2=CC=1C3=C(C(N(C1C=C2)C)=O)OCC([C@@H](N3)C3CC3)(F)F